C12(CC3CC(CC(C1)C3)C2)NC(N[C@@H]2CC[C@H](CC2)OC2=CC=C(C(=O)O)C=C2)=O trans-4-[4-(3-Adamantan-1-yl-ureido)-cyclohexyloxy]-benzoic acid